N1CCC(CC1)ONC(C=CC)=O N-(4-piperidyloxy)-but-2-enamide